FC(C=1N=CC=2N(C1)C(=CN2)C2=NC=CC(=N2)N2CC(CCC2)CC#N)(F)F 2-(1-(2-(6-(Trifluoromethyl)imidazo[1,2-a]pyrazin-3-yl)pyrimidin-4-yl)piperidin-3-yl)acetonitrile